N-[(1R,3S)-3-(dimethylamino)cyclohexyl]-2-[8-(prop-2-enamido)naphthalen-2-yl]pyrimidine-4-carboxamide CN([C@@H]1C[C@@H](CCC1)NC(=O)C1=NC(=NC=C1)C1=CC2=C(C=CC=C2C=C1)NC(C=C)=O)C